Cl.N[C@H](C(=O)OC)CC1=CC(=CC=C1)S(=O)(=O)C methyl (S)-2-amino-3-(3-(methylsulfonyl)phenyl)propanoate hydrochloride